C(C)OC(C(CC(C)C)N1C(C(=CC(=C1)CC=O)F)=O)=O.O1C=2C(OCC1COCCC(S(=O)(=O)[O-])CCCCC)=CSC2.[Na+] Sodium 3-[(2,3-dihydrothieno[3,4-b]-[1,4]dioxin-2-yl) methoxy]-1-pentyl-1-propanesulfonate Ethyl-2-(3-fluoro-2-oxo-5-(2-oxoethyl)pyridin-1(2H)-yl)-4-methylpentanoate